BrC1=C(C(=CC=C1)OCCC)C(F)(F)F 1-bromo-3-propoxy-2-(trifluoromethyl)benzene